C(CC)C1N(CCCC1)C propylmethylpiperidine